[Si](C)(C)(C(C)(C)C)OCCN(C(C)=O)C=1C(=NN(C1)C1OCCCC1)C(=O)OCC ethyl 4-(N-(2-((tert-butyldimethylsilyl)oxy)ethyl)acetamido)-1-(tetrahydro-2H-pyran-2-yl)-1H-pyrazole-3-carboxylate